BrC1=CC=C(C=C1)C1CC(C1)NC(CC#N)=O N-((1r,3r)-3-(4-bromophenyl)cyclobutyl)-2-cyanoacetamide